7-chloro-2-methyl-5-((4-(4-(trifluoromethyl)piperidin-1-yl)phenyl)amino)isoindolin-1-one ClC=1C=C(C=C2CN(C(C12)=O)C)NC1=CC=C(C=C1)N1CCC(CC1)C(F)(F)F